spiro[fluorene-9,9'-fluorene] C1=CC=CC=2C3=CC=CC=C3C3(C12)C1=CC=CC=C1C=1C=CC=CC13